BrC1=C2C(=C(C=3C(C=4C(=C(C(=CC4OC13)OCOC)OC)CC=C(C)C)=O)OCOC)C=CC(O2)(C)C 12-bromo-8-methoxy-5,9-bis(methoxymethoxy)-2,2-dimethyl-7-(3-methylbutan-2-en-1-yl)-2H,6H-pyrano[3,2-b]xanthen-6-one